4-((8-Fluoroquinolin-4-yl)oxy)piperidine-1-carboxylic acid tert-butyl ester C(C)(C)(C)OC(=O)N1CCC(CC1)OC1=CC=NC2=C(C=CC=C12)F